C(C)(=O)N1CCC(CC1)NCC=1C=CC(=NC1OC)C1=C(C(=NC=C1)C=1C(=C(C=CC1)NC(C1=NC=C(C(=C1)OC)CNCC1NC(CC1)=O)=O)Cl)Cl N-(3-(5-(((1-acetylpiperidin-4-yl)amino)methyl)-3'-chloro-6-methoxy-[2,4'-bipyridin]-2'-yl)-2-chlorophenyl)-4-methoxy-5-((((5-oxopyrrolidin-2-yl)methyl)amino)methyl)picolinamide